2-tert-butoxy-1,4-naphthalenediol C(C)(C)(C)OC1=C(C2=CC=CC=C2C(=C1)O)O